phosphoheptyn P(=O)(=O)C#CCCCCC